heptadecan-9-yl 8-((5-(((dodecan-4-yloxy)carbonyl)oxy)pentyl)(2-hydroxyethyl)amino)octanoate CCCC(CCCCCCCC)OC(=O)OCCCCCN(CCCCCCCC(=O)OC(CCCCCCCC)CCCCCCCC)CCO